(R)-2-amino-2-(o-tolyl)acetic acid N[C@@H](C(=O)O)C1=C(C=CC=C1)C